NC1=NC(=NC=C1)N1CC(C(CC1)(O)C)(C)F 1-(4-Aminopyrimidin-2-yl)-3-fluoro-3,4-dimethylpiperidin-4-ol